C1(=CC=CC=C1)C=1C=CC2=C(N=C(O2)N)C1 5-phenylbenzo[d]oxazol-2-amine